Cl.BrC1=CN(C2=C1N=C(N=C2NCCCCC)N)CC2=C(C=C(C=C2)CCl)OC 7-bromo-5-{[4-(chloromethyl)-2-methoxyphenyl]methyl}-N4-pentyl-5H-pyrrolo[3,2-d]pyrimidine-2,4-diamine hydrochloride